C(CCC)N(CCCC)C[Si](C1=CC=C(C=C1)C(=C)C1=CC=CC=C1)(C)C 1-[4-(dibutylaminomethyldimethylsilyl)phenyl]-1-phenylethylene